Cl.N1N=CC2=CC=C(C=C12)C1=NC(=NC(=N1)N)N 6-(1H-indazol-6-yl)-1,3,5-triazine-2,4-diamine hydrochloride